CC(=O)C1=CC(=C(C(=C1)OC)OC)OC 3,4,5-trimethoxyphenyl methyl ketone